FC1=NC=CC=C1C=1C=C2C(=NNC2=CC1)C(=O)NC1CCC(CC1)NC(OC(C)(C)C)=O tert-butyl ((1r,4r)-4-(5-(2-fluoropyridin-3-yl)-1H-indazole-3-carboxamido)cyclohexyl)carbamate